C(C)OC(=O)C1(CC(C1)=O)NC(=O)OC(C)(C)C.BrC1=C(C(=C(C=C1)F)C(F)(F)F)F 4-bromo-1,3-difluoro-2-(trifluoromethyl)benzene ethyl-1-((tert-butoxycarbonyl)amino)-3-oxocyclobutylformate